N1(CCCCC1)C1=CN=CS1 5-(piperidin-1-yl)thiazole